2,7-dibromo-9,9-dipentylfluorene BrC1=CC=2C(C3=CC(=CC=C3C2C=C1)Br)(CCCCC)CCCCC